(R)-4-(4-bromophenyl)-2-(hydroxymethyl)piperazine-1-carboxylic acid tert-butyl ester C(C)(C)(C)OC(=O)N1[C@H](CN(CC1)C1=CC=C(C=C1)Br)CO